7-methyl-imidazo[1,2-a]pyridine-6-carboxamide CC1=CC=2N(C=C1C(=O)N)C=CN2